NC1=NC=CC=C1C1=NC=2C(=NC=C(C2)C(N)=O)N1C1=CC=C(CNC(OC(C)(C)C)=O)C=C1 tert-butyl (4-(2-(2-aminopyridin-3-yl)-6-carbamoyl-3H-imidazo[4,5-b]pyridin-3-yl)benzyl)carbamate